2-(1H-benzo[d]imidazol-2-yl)-5-(benzyl-oxy)-6-methoxy-1,2,3,4-tetrahydroisoquinoline-3-carboxylic acid N1C(=NC2=C1C=CC=C2)N2CC1=CC=C(C(=C1CC2C(=O)O)OCC2=CC=CC=C2)OC